3-(diethyloxyphosphoryloxy)-1,2,3-benzotriazin-4(3H)-one C(C)OP(=O)(OCC)ON1N=NC2=C(C1=O)C=CC=C2